1-(4-(6-(benzyloxy)-4,4-difluoro-2-(4-fluoro-2-methylphenyl)-3,4-dihydronaphthalen-1-yl)phenyl)-4-(dimethoxymethyl)piperidine C(C1=CC=CC=C1)OC=1C=C2C(CC(=C(C2=CC1)C1=CC=C(C=C1)N1CCC(CC1)C(OC)OC)C1=C(C=C(C=C1)F)C)(F)F